2,5-dimethyl-2,5-di(t-butyl-peroxy)hexane tert-butyl-N-[5-(3-chloro-4-fluoro-phenyl)-2-methyl-5-oxo-pentyl]carbamate C(C)(C)(C)OC(NCC(CCC(=O)C1=CC(=C(C=C1)F)Cl)C)=O.CC(C)(CCC(C)(OOC(C)(C)C)C)OOC(C)(C)C